ClC=1C(N(N=CC1NC[C@H]1COCCC1)C1CCN(CC1)[C@H](C)C1=C(C=CC=C1F)F)=O 4-chloro-2-(1-((R)-1-(2,6-difluorophenyl)ethyl)piperidin-4-yl)-5-(((S)-tetrahydro-2H-pyran-3-yl)methylamino)pyridazin-3(2H)-one